(3'R,5'S)-[1,3'-bipyrrolidine] N1(CCCC1)[C@H]1CNCC1